2-Methyl-6-(methylamino)-7-(morpholinomethyl)quinazolin-4-ol CC1=NC2=CC(=C(C=C2C(=N1)O)NC)CN1CCOCC1